NC=1N=NC(=CC1N1CCC(CC1)(C1=CC=CC=C1)CNC(OC(C)(C)C)=O)Cl Tert-butyl ((1-(3-amino-6-chloropyridazin-4-yl)-4-phenylpiperidin-4-yl)methyl)carbamate